CC1=C(OCCCC=2C(=NC(=NC2C=2N(N=CC2)C)N)N)C=CC=C1 [3-(2-Methylphenoxy)propyl]-6-(2-methylpyrazol-3-yl)pyrimidine-2,4-diamine